C12CN(CC(CC1)O2)C2=NC=1N(C=C2)N=CC1C(=O)NC=1C(=NN(C1)C1CCNCC1)C(F)F 5-(8-oxa-3-azabicyclo[3.2.1]oct-3-yl)-N-(3-(difluoromethyl)-1-(piperidin-4-yl)-1H-pyrazol-4-yl)pyrazolo[1,5-a]pyrimidine-3-carboxamide